25-(morpholine-4-carbonyl)spiro[1,4,7,10,13,16,19,22,26,29,32-undecazabicyclo[32.3.0]heptatriacontane-31,1'-cyclopentane]-2,5,8,11,14,17,20,23,27,30,33-undecone N1(CCOCC1)C(=O)C1CC(NCC(NCC(NCC(NCC(NCC(NCC(NCC(N2CCCC2C(NC2(CCCC2)C(NCC(N1)=O)=O)=O)=O)=O)=O)=O)=O)=O)=O)=O